C(C)(C)(C)OC(CC1=CC(=C(C=C1)C(C(=O)OC)(C)C)OC)=O methyl 2-[4-(2-tert-butoxy-2-oxo-ethyl)-2-methoxy-phenyl]-2-methyl-propanoate